(2S)-2-hydroxy-7-azabicyclo[2.2.1]heptan O[C@@H]1C2CCC(C1)N2